COC=1C=C(C=CC1C(=O)OC)B(O)O [3-Methoxy-4-(methoxycarbonyl)phenyl]boronic acid